F[C@@H]1CN(CC1)C1=CC=C(C=N1)C=1N(C2=C(N1)CN(C2=O)CC2=CC=C(C=C2)OC)C (S)-2-(6-(3-fluoropyrrolidin-1-yl)pyridin-3-yl)-5-(4-methoxybenzyl)-3-methyl-5,6-dihydropyrrolo[3,4-d]imidazol-4(3H)-one